CC=1N=CSC1 4-METHYLTHIAZOL